C(C1=CC=CC=C1)N(S(=O)(=O)CC)C#C N-benzyl-N-ethynylethanesulfonamide